S1C2=C(C(=C1)C1C(=C(NC(=C1S(=O)(=O)C)C)C)C(C)=O)C=CC=C2 1-(4-(benzo[b]thiophen-3-yl)-2,6-dimethyl-5-(methylsulfonyl)-1,4-dihydro-pyridin-3-yl)ethanone